3-(1-methyl-6-((S)-2-(trifluoromethyl)piperazin-1-yl)-1H-indazol-3-yl)piperidine-2,6-dione CN1N=C(C2=CC=C(C=C12)N1[C@@H](CNCC1)C(F)(F)F)C1C(NC(CC1)=O)=O